C(C)N(C)[Ti](N(CC)C)(N(CC)C)N(CC)C.[Ti+4] titanium (IV) tetra(ethylmethylamino)titanium (IV)